N-(1-(6-(2-methoxyphenyl)pyridazin-3-yl)piperidin-2-yl)pyridin-amide COC1=C(C=CC=C1)C1=CC=C(N=N1)N1C(CCCC1)NC(=O)C1=NC=CC=C1